1,3-bis(amino-methyl)benzene NCC1=CC(=CC=C1)CN